NC1=NC2=C(C3=CN=CC=C13)C=C(C=C2)C(=O)N(C2COC1=C2C=CC(=C1)OC(F)(F)F)CC1CC1 5-amino-N-(cyclopropylmethyl)-N-(6-(trifluoromethoxy)-2,3-dihydrobenzofuran-3-yl)benzo[c][2,6]naphthyridin-9-carboxamide